1-[(4-methoxyphenyl) methyl]-3-oxo-piperidine-4-carboxylate COC1=CC=C(C=C1)CN1CC(C(CC1)C(=O)[O-])=O